Propyllactat C(CC)OC(C(O)C)=O